(3S,4R)-4-[(7-{5-[1-(difluoromethyl)cyclopropyl]pyridin-2-yl}-5-fluoropyrrolo[2,1-f][1,2,4]triazin-2-yl)amino]oxan-3-ol FC(C1(CC1)C=1C=CC(=NC1)C1=CC(=C2C=NC(=NN21)N[C@H]2[C@@H](COCC2)O)F)F